C(C1=CC=CC=C1)N1CC2(C1)CC(C2)NC(=O)N2[C@@H](CN([C@H](C2)C)C2=NC1=CC=CC=C1C=N2)C (2R,5S)-N-{2-benzyl-2-azaspiro[3.3]heptan-6-yl}-2,5-dimethyl-4-(quinazolin-2-yl)piperazine-1-carboxamide